6-(((1S,4S)-4-aminocyclohexyl)amino)-2-(2,2,2-trifluoroethyl)-4-(trifluoromethyl)pyridazin-3(2H)-one trifluoroacetate FC(C(=O)O)(F)F.NC1CCC(CC1)NC=1C=C(C(N(N1)CC(F)(F)F)=O)C(F)(F)F